ClP(=O)(OCC)N[C@@H](C)C(=O)OCC ethyl (chloro (ethoxy) phosphoryl)-L-alaninate